1-((2R,4aS,4bR,6aS,7S,7aS,8aR,8bR,8cR,10aR)-2-hydroxy-2,6a-dimethyloctadecahydrocyclopenta[4,5]cyclopenta[1,2-a]phenanthren-7-yl)-2-(4-(methylsulfonyl)piperazin-1-yl)ethan-1-one O[C@@]1(CC[C@@H]2[C@H]3CC[C@]4(C(C3CCC2C1)[C@H]1[C@@H]([C@@H]4C(CN4CCN(CC4)S(=O)(=O)C)=O)CCC1)C)C